N-nitroaniline aluminium salt [Al].[N+](=O)([O-])NC1=CC=CC=C1